tert-butyl (R)-3-(5-((3-methoxybenzyl)oxy)-2-methylbenzofuran-3-carboxamido)pyrrolidine-1-carboxylate COC=1C=C(COC=2C=CC3=C(C(=C(O3)C)C(=O)N[C@H]3CN(CC3)C(=O)OC(C)(C)C)C2)C=CC1